4-(2-chloro-9-ethyl-8-(pyridin-4-yl)-9H-purin-6-yl)-3-methylmorpholine ClC1=NC(=C2N=C(N(C2=N1)CC)C1=CC=NC=C1)N1C(COCC1)C